NC=1C(=NC(=C(N1)C1=CC=C(C=C1)F)C1=CN(C(C=C1)=O)C)C(=O)NCC1=C(C=CC=C1F)F amino-N-[(2,6-difluorophenyl)methyl]-5-(4-fluorophenyl)-6-(1-methyl-6-oxo-1,6-dihydropyridin-3-yl)pyrazine-2-carboxamide